FC1=C(C#N)C=C(C(=C1)F)C1NC2=C(C=C3C(=C2C2C4CCC(C12)C4)C=NN3)F 2,4-Difluoro-5-(5-fluoro-6,7,7a,8,9,10,11,11a-octahydro-3H-8,11-methanopyrazolo[4,3-a]phenanthridin-7-yl)benzonitrile